CN1C(=CC=C1C1=CC(=CC=C1)[N+](=O)[O-])C(=O)OCC ethyl 1-methyl-5-(3-nitrophenyl)-1H-pyrrole-2-carboxylate